2-[[5-fluoro-2-(methoxymethoxy)phenyl](5-methyl-4H-1,2,4-triazol-3-yl)methyl]-6-(4-(1-methyl-4-piperidyl)phenyl)isoindolin-1-one FC=1C=CC(=C(C1)C(N1C(C2=CC(=CC=C2C1)C1=CC=C(C=C1)C1CCN(CC1)C)=O)C1=NN=C(N1)C)OCOC